bis(2-ethylhexyl)dioctyl-methyl-ammonium diglycolate C(COCC(=O)[O-])(=O)[O-].C(C)C(CC([NH+](CCCCCCCC)CCCCCCCC)CC(CCCC)CC)CCCC.C(C)C(CC(CC(CCCC)CC)[NH+](CCCCCCCC)CCCCCCCC)CCCC